FC1=C(C=C(C=C1)F)C1=C2C(=NC(=NC2=CC=C1)N)N (2,5-difluorophenyl)quinazoline-2,4-diamine